COC=1C=C(C=CC1OC)C1=NC2=C(N1C)C=C(C=C2C2=CC=C(C=C2)N2CCN(CC2)CCOC)C2=CC=C(C=C2)N2CCN(CC2)CCOC 2-(3,4-dimethoxyphenyl)-4,6-bis(4-(4-(2-methoxyethyl)piperazin-1-yl)phenyl)-1-methyl-1H-benzo[d]imidazole